3-[6-chloro-4-(1-hydroxyethyl)-1H-imidazo[4,5-c]pyridin-2-yl]-5-{2-[(2H3)methyloxy]phenyl}-1,6-naphthyridin-2(1H)-one ClC1=CC2=C(C(=N1)C(C)O)N=C(N2)C=2C(NC1=CC=NC(=C1C2)C2=C(C=CC=C2)OC([2H])([2H])[2H])=O